NC1=NC=CC(=C1)C1=C(C=CC(=C1)F)CO [2-(2-amino-4-pyridyl)-4-fluoro-phenyl]methanol